CC1=CC=CC(=N1)C1=C(N=CN1)C=1C=C2C=C(C=NC2=CC1)C=1N=C2N(CCNC2)C1 6-[5-(6-methyl-2-pyridyl)-1H-imidazol-4-yl]-3-(5,6,7,8-tetrahydroimidazo[1,2-a]pyrazin-2-yl)quinoline